C1(CC1)C1=CC=C(C=C1)C=1C=C(C(=NC1)C=1C=C2NC=C(C=C2N1)C(F)(F)F)S(=O)(=O)CC 5-(4-cyclopropylphenyl)-3-(ethanesulfonyl)-2-[6-(trifluoromethyl)-4H-pyrrolo[3,2-b]pyridin-2-yl]pyridine